CCC(=O)ONOC(CC)=O imino di(methyl acetate)